(3-methylbenzyl)-phosphonium bromide [Br-].CC=1C=C(C[PH3+])C=CC1